tert-butyl-14-(p-toluenesulfonyloxy)-3,6,9,12-tetraoxatetradecane C(C)(C)(C)CCOCCOCCOCCOCCOS(=O)(=O)C1=CC=C(C)C=C1